The molecule is an acyl-CoA that results from the formal condensation of the thiol group of coenzyme A with the carboxy group of 2-aminobenzoylacetic acid. It has a role as a bacterial metabolite. It is a conjugate acid of a 2-aminobenzoylacetyl-CoA(4-). CC(C)(COP(=O)(O)OP(=O)(O)OC[C@@H]1[C@H]([C@H]([C@@H](O1)N2C=NC3=C(N=CN=C32)N)O)OP(=O)(O)O)[C@H](C(=O)NCCC(=O)NCCSC(=O)CC(=O)C4=CC=CC=C4N)O